Succinimidyl 4-Maleimidobutyrate C1(C=CC(N1CCCC(=O)ON1C(CCC1=O)=O)=O)=O